C1(CC1)N1C(=NC2=C1C=C(C=C2F)C2C[C@@H](N(CC2)C2CCNCC2)C(C)C)C2=CC=C(C=C2)S(=O)(=O)C cyclopropyl-4-fluoro-6-(r-isopropyl-[1,4'-bipiperidin]-4-yl)-2-(4-(methylsulfonyl)phenyl)-1H-benzo[d]imidazole